O1C=CC2=C1C=CC(=C2)S(=O)(=O)N2N=C1C(=C2)CN(C1)C([C@@H](C1=C(C=CC=C1)F)NC(OC(C)(C)C)=O)=O t-butyl N-[(1R)-2-[2-(1-benzofuran-5-sulfonyl)-4H,6H-pyrrolo[3,4-c]pyrazol-5-yl]-1-(2-fluorophenyl)-2-oxoethyl]carbamate